(5-{[1-(2-fluorobenzyl)-1H-indol-3-yl]methylene}-4-oxo-2-thioxo-1,3-thiazolidin-3-yl)acetic acid FC1=C(CN2C=C(C3=CC=CC=C23)C=C2C(N(C(S2)=S)CC(=O)O)=O)C=CC=C1